Cl.NCC(CC1=CC=C(C=C1)OC)=O 1-amino-3-(4-methoxyphenyl)propan-2-one hydrochloride